ClC1=C(C=C(C=C1)F)C1C=2C(C(N1CC1=CC=C(C=C1)OC)=O)=C(SC2NC(C2=CC(=CC(=C2)C(F)(F)F)F)=O)C(=O)NC 4-(2-Chloro-5-fluorophenyl)-3-(3-fluoro-5-trifluoromethylbenzoylamino)-5-(4-methoxybenzyl)-N-methyl-6-oxo-5,6-dihydro-4H-thieno[3,4-c]pyrrole-1-carboxamide